1,2,3-Tris-(mercaptomethyl)benzol SCC1=C(C(=CC=C1)CS)CS